1-(3-methoxyphenyl)propan-2-amine COC=1C=C(C=CC1)CC(C)N